(7S)-11,12-dichloro-9-(2,6-difluorophenyl)-3,7-dimethyl-2,4,5,8,13-pentazatricyclo[8.4.0.02,6]tetradeca-1(10),3,5,8,11,13-hexaene ClC=1C=2C(=N[C@H](C3=NN=C(N3C2C=NC1Cl)C)C)C1=C(C=CC=C1F)F